O1[C@@H](COCC1)C(=O)N1[C@@H]([C@H]2C([C@H]2C1)(C)C)C(=O)N[C@@H](C[C@H]1C(NCC1)=O)C(COC(F)(F)F)=O (1R,2S,5S)-3-((S)-1,4-dioxane-2-carbonyl)-6,6-dimethyl-N-((S)-3-oxo-1-((S)-2-oxopyrrolidin-3-yl)-4-(trifluoromethoxy)butan-2-yl)-3-azabicyclo[3.1.0]hexane-2-carboxamide